CN(C=1C=C2CN[C@@H](C2=CC1)CNC=1C=NC=CC1C(=O)O)C1=CC=C(C=C1)C(C)C 3-{[((1S)-5-{methyl[4-isopropylphenyl]amino}isoindolinyl)methyl]amino}pyridine-4-carboxylic acid